C(#N)C(C(=O)O)=CC1=CC(=C(C(=C1)[N+](=O)[O-])O)OCC 2-cyano-3-(3-ethoxy-4-hydroxy-5-nitrophenyl)acrylic acid